TETRAPHOSPHORUS P12P3P1P23